BrC1=C(C=CC(=C1)F)NC1=C(C(=O)NC=2C(=NC(=CC2)OC)C)C=C(C=C1)Cl 2-((2-bromo-4-fluorophenyl)amino)-5-chloro-N-(6-methoxy-2-methylpyridin-3-yl)benzamide